COC1=C(C(=CC=C1)OC)C1=CC(=NN1C1=C(C=C(C=C1)NCCOCCOCCOCCOCCOCCNC(OC(C)(C)C)=O)C(C)C)C(=O)NC1(C2CC3CC(CC1C3)C2)C(=O)OC(C)(C)C tert-butyl 2-(5-(2,6-dimethoxyphenyl)-1-(4-((2,2-dimethyl-4-oxo-3,8,11,14,17,20-hexaoxa-5-azadocosan-22-yl)amino)-2-isopropylphenyl)-1H-pyrazole-3-carboxamido)adamantane-2-carboxylate